[Na+].[Cr](=O)([O-])[O-].[Na+] chromite sodium